7-fluoro-3-(tetrahydro-pyran-2-ylmethyl)-3H-benzoimidazole-5-carboxylic acid FC1=CC(=CC2=C1N=CN2CC2OCCCC2)C(=O)O